BrC1=CC=C(S1)C(=O)NC1=C(C=CC=C1)F (5-bromo(2-thienyl))-N-(2-fluorophenyl)carboxamide